CC1=CC2=C(NC(=N2)NC(=N)N)C=C1 (5-methyl-1H-benzimidazol-2-yl)-guanidine